4-Bromo-1-ethyl-5,6-dimethylindolin-2-one BrC1=C2CC(N(C2=CC(=C1C)C)CC)=O